4-(3-((((1s,3S)-3-aminocyclohexyl)methyl)amino)-1-(2-(pyridin-4-yl)-2H-indazol-5-yl)-1H-pyrazol-5-yl)-2-fluorobenzonitrile N[C@@H]1C[C@H](CCC1)CNC1=NN(C(=C1)C1=CC(=C(C#N)C=C1)F)C1=CC2=CN(N=C2C=C1)C1=CC=NC=C1